CC(CCOC(CCCCCCCBr)=O)CCC=C(C)C 8-Bromooctanoic acid 3,7-dimethyloct-6-en-1-yl ester